(2-pyridyldithio)toluene N1=C(C=CC=C1)SSCC1=CC=CC=C1